C1(CC1)CNC=1C2=C(N=C(N1)NC1=C(C=C(C=C1)S(=O)(=O)C)OC)NC=C2 N4-(cyclopropylmethyl)-N2-(2-methoxy-4-(methyl-sulfonyl)phenyl)-7H-pyrrolo[2,3-d]pyrimidine-2,4-diamine